4,4-diaminostilbene-2,2-disulfonate NC1(CC(C(C=C1)C=CC1=CC=CC=C1)(S(=O)(=O)[O-])S(=O)(=O)[O-])N